C(C1=CC=CC=C1)OC=1C(=C(C=C(C1F)C(F)(F)F)C(=O)C=1C=NC(=C(C1Cl)C)Cl)F (3-(benzyloxy)-2,4-difluoro-5-(trifluoromethyl)phenyl)(4,6-dichloro-5-methylpyridin-3-yl)methanone